N1N=CC(=C1)C1=NC=CC=C1 2-(1H-Pyrazol-4-yl)pyridine